C(C)(C)(C)OC(=O)N([C@H](C(=O)N(C)C(C(=O)O)CC1CCC(CC1)(F)F)CC(C)C)C 2-((S)-2-((tert-Butoxycarbonyl)(methyl)amino)-N,4-dimethylvaleramido)-3-(4,4-difluorocyclohexyl)propanoic acid